C1=CC=C(C=C1)/C(=N/O)/N The molecule is a member of the class of amidoximes obtained by formal condensation of the carbonyl group of benzamide with hydroxylamine. It has a role as a genotoxin, a bacterial metabolite and a mammalian metabolite. It derives from a benzamide.